ethyl (1R)-2-(4-fluorophenyl)-1-methylcyclopropane-1-carboxylate FC1=CC=C(C=C1)C1[C@@](C1)(C(=O)OCC)C